(S)-cyclopropyl-glycine C1(CC1)NCC(=O)O